COC(=O)C=1N=NC(=CC1\C=C\OCC)Cl (E)-6-chloro-4-(2-ethoxyvinyl)pyridazine-3-carboxylic acid methyl ester